5-(1-(3-chloropyridin-4-yl)-5-(3,5-dimethylisoxazol-4-yl)-1H-pyrrolo[2,3-b]pyridin-3-yl)-4-methoxypicolinic acid ClC=1C=NC=CC1N1C=C(C=2C1=NC=C(C2)C=2C(=NOC2C)C)C=2C(=CC(=NC2)C(=O)O)OC